ClC1=C(C=C(C(=C1)Cl)OC)NC1=C(C=NC2=CC(=C(C=C12)OC)OCC=1C=C2CN(C(C2=C(C1)F)=O)C1C(NC(CC1)=O)=O)C#N 4-((2,4-dichloro-5-methoxyphenyl)amino)-7-((2-(2,6-dioxopiperidin-3-yl)-7-fluoro-1-Oxoisoindoline-5-yl)methoxy)-6-methoxyquinoline-3-carbonitrile